3-bromo-5-methyl-1H-pyrazolo[3,4-C]pyridine BrC1=NNC2=CN=C(C=C21)C